F[C@H]1C[C@H](N(C1)C(CN1C[C@H](CC1)NC=1C2=C(C=NC1)C=CO2)=O)C#N (2S,4S)-4-fluoro-1-(2-((S)-3-(furo[3,2-c]pyridin-7-ylamino)pyrrolidin-1-yl)acetyl)pyrrolidin-2-carbonitrile